C(C)(=O)O.N[C@@H](C(=O)N[C@@H](C(=O)N)CC(C)C)CC1=CC=CC=C1 (2R)-2-[[(2R)-2-amino-3-phenyl-propionyl]amino]-4-methyl-pentanamide acetate